1,2-dimethylpropyl chloride CC(C(C)C)Cl